BrCC1=CC=C(C=C1)/C=C/C(=O)O (E)-3-(4-(bromomethyl)phenyl)acrylic acid